FC(C1=C(C(=C1F)F)C(=C(F)F)F)F 1-(difluoromethyl)-3,4-difluoro-2-(1,2,2-trifluorovinyl)cyclobuta-1,3-diene